N-(1,3-benzodioxol-5-yl)-3-[5-benzyl-3-(trifluoromethyl)-6,7-dihydro-4H-pyrazolo[4,3-c]pyridin-1-yl]-N-methyl-benzamide O1COC2=C1C=CC(=C2)N(C(C2=CC(=CC=C2)N2N=C(C=1CN(CCC12)CC1=CC=CC=C1)C(F)(F)F)=O)C